(S)-3-((1,3-dioxolan-2-yl)methyl)-5-(4-chlorophenyl)-3-methyl-1-tosyl-1,2,3,6-tetrahydropyridine O1C(OCC1)C[C@@]1(CN(CC(=C1)C1=CC=C(C=C1)Cl)S(=O)(=O)C1=CC=C(C)C=C1)C